zinc 2-pyridinethiol 1-oxide [N+]=1(C(=CC=CC1)S)[O-].[Zn]